NC1=NC(=NC=C1)C1=CC=C(C=O)C=C1 4-(4-aminopyrimidin-2-yl)benzaldehyde